C(=O)(OC(C)(C)C)N(C(=O)OC(C)(C)C)CCCOC1=CC=C(C=C1)[N+](=O)[O-] 4-((3-(N,N-di-Boc-amino)propyl)oxy)nitrobenzene